3-(3-chlorophenyl)-6,7-dihydro-5H-[1,2,4]triazolo[3,4-b][1,3]thiazine ClC=1C=C(C=CC1)C1=NN=C2SCCCN21